C1(CC1)C#C[C@@]1(NC(NC2=CC(=CC=C12)CN1C=NC(=CC1=O)C(F)(F)F)=O)C(F)(F)F (S)-4-(cyclopropylethynyl)-7-((6-oxo-4-(trifluoromethyl)pyrimidin-1(6H)-yl)methyl)-4-(trifluoromethyl)-3,4-dihydroquinazolin-2(1H)-one